CC=CN aminopropene